N2-(3,4-dichlorophenyl)-N3-(furan-2-ylmethyl)quinoxaline-2,3-diamine ClC=1C=C(C=CC1Cl)NC1=NC2=CC=CC=C2N=C1NCC=1OC=CC1